IC([C@](N)(C(=O)O)I)(C1=CC(I)=C(C(I)=C1)OC1=CC(I)=C(C(I)=C1)O)I triiodothyroxin